FC1(CN(CC=C1N1CCN(CC1)C1=NC=CC2=C1N(C(N2)=O)C)C(=O)OC(C)(C)C)F tert-butyl 3,3-difluoro-4-[4-(3-methyl-2-oxo-1H-imidazo[4,5-C]pyridin-4-yl) piperazin-1-yl]-2,6-dihydropyridine-1-carboxylate